1-cyanocyclopropylcarbamate C(#N)C1(CC1)NC([O-])=O